6-bromo-3-iodo-4-(trifluoromethyl)-1H-indazole BrC1=CC(=C2C(=NNC2=C1)I)C(F)(F)F